N(=[N+]=[N-])C1=CC=C(C=C1)Br 1-azido-4-bromobenzene